ClC=1N=[N+](C2=C(N1)C=CC(=C2)Br)[O-] 3-chloro-7-bromobenzo[e][1,2,4]Triazine-1-oxide